4-((4-Isopropoxy-5-(pyrazolo[1,5-a]pyridin-5-yl)-7H-pyrrolo[2,3-d]pyrimidin-2-yl)amino)-1-methylcyclohexan-1-ol C(C)(C)OC=1C2=C(N=C(N1)NC1CCC(CC1)(O)C)NC=C2C2=CC=1N(C=C2)N=CC1